BrC=1C=C(N)C=CC1Br 3,4-dibromoaniline